N1N=C(C=C1)OCC1=CC=NC=C1 4-(1H-pyrazol-3-yloxymethyl)pyridine